C(C)(C)(C)OC(=O)N1CC(CC1)CC1=NN(C=C1)C=1N=C(C2=C(N1)C=CC=N2)N2CCOCC2.IC=2C(N(N(C2)COCC[Si](C)(C)C)C)=O 4-iodo-2-methyl-1-{[2-(trimethylsilyl)ethoxy]methyl}pyrazol-3-one tert-butyl-3-[[1-(4-morpholinopyrido[3,2-d]pyrimidin-2-yl)pyrazol-3-yl]methyl]pyrrolidine-1-carboxylate